N1(C=NC=C1)CCCN(CCCCCCCCCC(=O)N(CCCCCCCCCC)CCCCCCCCCC)CCCCCCCCCC(=O)N(CCCCCCCCCC)CCCCCCCCCC 10,10'-((3-(1H-Imidazol-1-Yl)Propyl)Azanediyl)Bis(N,N-Didecyldecanamide)